CC1=NC=C(N=C1)[Sn](CCCC)(CCCC)CCCC 2-methyl-5-(tributylstannyl)pyrazine